FC1=C(C=NN1C)C(=O)N 5-fluoro-1-methyl-1H-pyrazole-4-carboxamid